tert-butyl (2-(7-cyano-1-methyl-4-(4-(trifluoromethoxy)phenyl)-1H-benzo[d]imidazol-6-yl)ethyl)(methyl)carbamate C(#N)C1=C(C=C(C2=C1N(C=N2)C)C2=CC=C(C=C2)OC(F)(F)F)CCN(C(OC(C)(C)C)=O)C